ClC1=C(C=C2C(=NC=NC2=C1)OC=1C=C(C(=O)NC2=CC(=CC=C2)C(F)(F)F)C=CC1C)OC 3-(7-chloro-6-methoxyquinazolin-4-yloxy)-4-methyl-N-(3-(trifluoromethyl)phenyl)benzamide